{8-[4-(3-dimethylaminomethyl-phenylamino)-pyridin-2-yl]-2,3-dihydro-benzo[1,4]dioxin-2-ylmethyl}-amid CN(C)CC=1C=C(C=CC1)NC1=CC(=NC=C1)C1=CC=CC2=C1OC(CO2)C[NH-]